ClC1=C(C=CC(=C1)F)SC1=C(CC(NC1=O)(C1=NC(=CC=C1)OCC1CCCC1)C1=CSC=C1)CC(=O)[O-] 5-((2-Chloro-4-fluorophenyl)thio)-6'-(cyclopentylmethoxy)-6-oxo-2-(thiophen-3-yl)-1,2,3,6-tetrahydro-[2,2'-bipyridin]-4-ylacetat